5-fluoro-benzo[d]thiazol-2-amine FC=1C=CC2=C(N=C(S2)N)C1